F[B-](F)(F)F.C1(=CC=CC=C1)[N+]=1N=C2N([C@@H]3[C@H](OC2)CC2=CC=CC=C23)C1 (5aR,10bS)-2-phenyl-4,5a,6,10b-tetrahydroindeno[2,1-b][1,2,4]triazolo[4,3-d][1,4]oxazin-2-ium tetrafluoroborate